FC1=CC2=C(N(C(=N2)C=2C(=NON2)N)CC=2C=NC=NC2)C=C1 4-[5-fluoro-1-(pyrimidin-5-ylmethyl)benzoimidazol-2-yl]-1,2,5-oxadiazol-3-amine